FC1=C(OC=2C(=NC3=CC=CC=C3N2)C(=O)NC2=CC(=CC=C2)S(N)(=O)=O)C=CC(=C1)F 3-(2,4-difluorophenoxy)-N-(3-sulfamoylphenyl)quinoxaline-2-carboxamide